CC1(N(C2=CC=CC(=C2CC1)C=1N(C=CN1)C)C(=O)NCCC1=CC=CC=C1)C 2,2-Dimethyl-5-(1-methyl-1H-imidazol-2-yl)-N-phenethyl-3,4-dihydroquinoline-1(2H)-carboxamide